2-(3,5-Dichloro-4-((1-oxo-2-((tetrahydro-2H-pyran-4-yl)methyl)-1,2,3,4-Tetrahydroisoquinolin-6-yl)oxy)phenyl)-1,2,4-Triazine-3,5(2H,4H)-dione ClC=1C=C(C=C(C1OC=1C=C2CCN(C(C2=CC1)=O)CC1CCOCC1)Cl)N1N=CC(NC1=O)=O